C(C1=CC=CC=C1)[C@](C(=O)NC=1C=NC2=C(C=CC=C2C1C)F)(CC(C)C)Cl (2S)-2-benzyl-2-chloro-N-(8-fluoro-4-methyl-3-quinolyl)-4-methyl-pentanamide